O1C(CCC1)CS(=O)(=O)Cl oxolane-2-yl-methanesulfonyl chloride